ethyl (2r,4r)-8-(5-chloro-3-fluoropyridin-2-yl)-6,9-dioxo-5-(4-(trifluoromethyl)benzyl)-5,8-diazaspiro[3.5]nonane-2-carboxylate ClC=1C=C(C(=NC1)N1CC(N(C2(CC(C2)C(=O)OCC)C1=O)CC1=CC=C(C=C1)C(F)(F)F)=O)F